C(#N)C=1C=C(C(=NC1)C(=O)NC1=CC=C(C(=N1)[C@]1(N=C(O[C@H](C1(F)F)C(F)(F)F)NC(OC(C)(C)C)=O)C)F)C tert-Butyl ((4R,6R)-4-(6-(5-cyano-3-methylpicolinamido)-3-fluoropyridin-2-yl)-5,5-difluoro-4-methyl-6-(trifluoromethyl)-5,6-dihydro-4H-1,3-oxazin-2-yl)carbamate